vinylcyclohexyl-benzonitrile C(=C)C=1C(=C(C#N)C=CC1)C1CCCCC1